CCOC1=NC(=NS1)C(Cl)(Cl)Cl The molecule is a member of the class of thiadiazoles that is 1,2,4-thiadiazole which is substituted at positions 3 and 5 by trichloromethyl and ethoxy groups, respectively. A fungicide, it has been used particularly for the control of Phytophthora and Pythium species in soils. It has a role as an antifungal agrochemical and a nitrification inhibitor. It is an aromatic ether, a member of thiadiazoles, an organochlorine compound and a thiadiazole antifungal agent.